BrC1=C(C=O)C=CC(=C1F)OCCO 2-bromo-3-fluoro-4-(2-hydroxyethoxy)benzaldehyde